2-methyl-5-[(1-methyl-1H-pyrazol-5-yl)methoxy]-N-[2-(2-oxo-1,3-oxazolidin-3-yl)ethyl]-2H-indazole-3-carboxamide CN1N=C2C=CC(=CC2=C1C(=O)NCCN1C(OCC1)=O)OCC1=CC=NN1C